CC=1SC(=C(N1)C)CON=C1NC2=CC=C(C=C2C(N1CC=1C=NN(C1)C)=O)S(=O)(=O)Cl 2-[(2,4-dimethylthiazol-5-yl)methoxyimino]-3-[(1-methylpyrazol-4-yl)methyl]-4-oxo-quinazoline-6-sulfonyl chloride